NC1=CC=C(C=C1)C=1OC(=CN1)N 2-(4-aminophenyl)-5-aminooxazole